tert-butyl rac-(4S)-4-[5-[[4-[tert-butoxycarbonyl(methyl)amino]-6-methyl-2-pyridyl]amino]-6-fluoro-2,3-dihydrofuro[3,2-b]pyridin-7-yl]azepane-1-carboxylate C(C)(C)(C)OC(=O)N(C1=CC(=NC(=C1)C)NC1=C(C(=C2C(=N1)CCO2)[C@@H]2CCN(CCC2)C(=O)OC(C)(C)C)F)C |r|